1-(trans-5-((3-(trifluoromethyl)benzyl)oxy)octa-hydrocyclopenta[c]pyrrole-2-carbonyl)-1H-pyrazole-3-carboxylic acid FC(C=1C=C(COC2CC3C(CN(C3)C(=O)N3N=C(C=C3)C(=O)O)C2)C=CC1)(F)F